FC1=C(C=CC2=C1N=CS2)NC2=C1C(=NC=C2)SC(=C1)C=1C(N(CC1)C(=O)OCC1=CC=CC=C1)C benzyl 3-(4-((4-fluorobenzo[d]thiazol-5-yl) amino) thieno[2,3-b]pyridin-2-yl)-2-methyl-2,5-dihydro-1H-pyrrole-1-carboxylate